C1(=CC=CC=C1)CC(=O)NCC=1C=NC=CC1 2-phenyl-N-(pyridine-3-ylmethyl)acetamide